4-[4-[3-(3-Hydroxyphenyl)-5-(trifluoromethyl)benzoyl]piperazin-1-yl]-N-[3-nitro-4-(2-phenylsulfanylethylamino)phenyl]sulfonylbenzamide OC=1C=C(C=CC1)C=1C=C(C(=O)N2CCN(CC2)C2=CC=C(C(=O)NS(=O)(=O)C3=CC(=C(C=C3)NCCSC3=CC=CC=C3)[N+](=O)[O-])C=C2)C=C(C1)C(F)(F)F